C1(CCC1)N1N=CC=2CNCCC21 1-cyclobutyl-4,5,6,7-tetrahydro-1H-pyrazolo[4,3-c]pyridine